methyl 6-[3-[[(4S)-8-chlorochroman-4-yl]carbamoylamino]pyrazol-1-yl]pyridine-3-carboxylate ClC=1C=CC=C2[C@H](CCOC12)NC(=O)NC1=NN(C=C1)C1=CC=C(C=N1)C(=O)OC